methyl 3'-amino-2'-methylbiphenyl-4-carboxylate NC=1C(=C(C=CC1)C1=CC=C(C=C1)C(=O)OC)C